(1R,2S,5S)-3-[(2S)-2-(tert-butoxycarbonylamino)-3-tetrahydrofuran-3-yl-propanoyl]-6,6-dimethyl-3-azabicyclo[3.1.0]hexane-2-carboxylic acid C(C)(C)(C)OC(=O)N[C@H](C(=O)N1[C@@H]([C@H]2C([C@H]2C1)(C)C)C(=O)O)CC1COCC1